Cl.NC/C(/CN1N=CN(C1=O)CC1=CC=C(S1)C1=CC=C2CCNC(C2=C1)=O)=C\F 7-[5-({1-[(2E)-2-(aminomethyl)-3-fluoroprop-2-en-1-yl]-5-oxo-1,5-dihydro-4H-1,2,4-triazol-4-yl}methyl)thiophen-2-yl]-3,4-dihydroisoquinolin-1(2H)-one hydrochloride